2-(2-(tert-butylamino)-1,1-difluoro-2-oxoethyl)-N-(3-chloro-4-fluorophenyl)-1-methyl-1H-pyrrole-3-carboxamide C(C)(C)(C)NC(C(F)(F)C=1N(C=CC1C(=O)NC1=CC(=C(C=C1)F)Cl)C)=O